O1C=CC=2C(=NC=CC21)C2=CC=C(C(=O)N[C@H]1CO[C@@H](CC1)C(C)(C)O)C=C2 4-(furo[3,2-c]pyridin-4-yl)-N-[(3R,6S)-6-(2-hydroxypropan-2-yl)tetrahydro-2H-pyran-3-yl]benzamide